1-chloromethyl-4-ethoxybenzene ClCC1=CC=C(C=C1)OCC